FC1=CC=C(C=N1)NC(C1=CC(=CC=C1)CN1C(C2=CC=C(C=C2C=C1)C=1C(=NNC1)C)=O)=O N-(6-Fluoropyridin-3-yl)-3-((6-(3-methyl-1H-pyrazol-4-yl)-1-oxoisoquinolin-2(1H)-yl)methyl)benzamide